difluoro-2-(3-(3-(methylsulfonyl)propyl)phenyl)acetamide FC(C(=O)N)(C1=CC(=CC=C1)CCCS(=O)(=O)C)F